4-(4-{6-Chloro-7-[(1-ethylpiperidin-4-yl)amino]-3H-imidazo[4,5-b]pyridin-2-yl}phenyl)-1-(2-ethoxyethyl)piperazin-2-one ClC=1C(=C2C(=NC1)NC(=N2)C2=CC=C(C=C2)N2CC(N(CC2)CCOCC)=O)NC2CCN(CC2)CC